p-methylbenzaldehyde-O-2-tetrahydrofuryl oxime O1C(CCC1)ON=CC1=CC=C(C=C1)C